(E)-1-(4'-methylphenyl)-2-bromoethylene CC1=CC=C(C=C1)\C=C\Br